FC=1C(=NC(=NC1)N[C@@H]1C[C@@H](CCC1)C(=O)N)C1=CC(=CC=C1)N1C(C=CC(=C1)C)=O (1R,3S)-3-((5-fluoro-4-(3-(5-methyl-2-oxopyridin-1(2H)-yl)phenyl)pyrimidin-2-yl)amino)cyclohexane-1-carboxamide